C(C)(C)(C)OC(=O)N[C@H]([C@H](C#N)NC1=C(C(=O)OC)C=C(C=C1)C=1C=NN(C1)CCN1CCOCC1)CC1=CNC2=CC=CC=C12 |&1:9| Methyl 2-(((1RS,2S)-2-((tert-butoxycarbonyl)amino)-1-cyano-3-(1H-indol-3-yl)propyl)amino)-5-(1-(2-morpholinoethyl)-1H-pyrazol-4-yl)benzoate